ClC=1C(=CC(=C(C1)N1CCC(CC1)C1=CC(=C(N)C=C1F)OC)F)I 4-(1-(5-chloro-2-fluoro-4-iodophenyl)piperidin-4-yl)-5-fluoro-2-methoxyaniline